(R)-N-(2-bromo-4-(N-(1-(piperidin-4-yl)ethyl)sulfamoyl)phenyl)-2-methylbenzamide BrC1=C(C=CC(=C1)S(N[C@H](C)C1CCNCC1)(=O)=O)NC(C1=C(C=CC=C1)C)=O